FC(S(=O)(=O)OC1=C(C(N(C=2N=C(N=CC21)SC)C)=O)C2=CC=CC=C2)(F)F 8-methyl-2-(methylsulfanyl)-7-oxo-6-phenylpyrido[2,3-d]pyrimidin-5-yl trifluoromethanesulfonate